3-(isopropylamino)-N-(3-methyl-1,1-dioxidothietan-3-yl)-1H-indazole-5-carboxamide C(C)(C)NC1=NNC2=CC=C(C=C12)C(=O)NC1(CS(C1)(=O)=O)C